C(C)(C)(C)OC(=O)N1[C@H]2C[C@H]2C[C@H]1C(=O)O (1S,3S,5S)-2-[(tert-butoxy)carbonyl]-2-azabicyclo[3.1.0]hexane-3-carboxylic acid